Cl.FC(C=1C=NC(=NC1)N1CC2CCC(C1)N2C=O)(F)F (3-(5-(trifluoromethyl)pyrimidin-2-yl)-3,8-diazabicyclo[3.2.1]oct-8-yl)methanone hydrochloride